6-(difluoromethyl)-2-methylpyrimidin-4-ol FC(C1=CC(=NC(=N1)C)O)F